N-(2-ethylhexyl)isononanamide C(C)C(CNC(CCCCCC(C)C)=O)CCCC